COC=1C=C(C=NC1)C=1C(=CN(C(C1)=O)C)C=1C=NN(C1)C1=C(C#N)C=CC=C1 2-(4-(5-methoxy-1'-methyl-6'-oxo-1',6'-dihydro-[3,4'-bipyridin]-3'-yl)-1H-pyrazol-1-yl)benzonitrile